tert-Butyl 3-amino-4-hydroxy-3-(3-(trifluoromethyl)phenethyl)piperidine-1-carboxylate NC1(CN(CCC1O)C(=O)OC(C)(C)C)CCC1=CC(=CC=C1)C(F)(F)F